C(CCCCCCCCCCC)[N+](O)(CCCCCCCCCCCC)[O-] N,N-dilauryl-hydroxylamine oxide